[Na].C1(O)=CC(O)=CC=C1 resorcinol monosodium salt